C(CCCCC)C(C(=O)OCCCCNC(CCC(C(=O)OCC(CN(C)C)O)N)=O)CCCCCCCC 4-[[4-amino-5-[3-(dimethylamino)-2-hydroxy-propoxy]-5-oxo-pentanoyl]amino]butyl 2-hexyldecanoate